CC12C=CC(CC1C)C2 4,5-dimethyl-2-norbornene